(2R,4R)-N2-(5-(1-(((S)-tert-butylsulfinyl)amino)-3-cyclopropyl-1-(pyridin-2-yl)propyl)-2-fluorophenyl)-N1-(5-chloropyridine-2-yl)-4-methoxypyrrolidine-1,2-dicarboxamide C(C)(C)(C)[S@](=O)NC(CCC1CC1)(C1=NC=CC=C1)C=1C=CC(=C(C1)NC(=O)[C@@H]1N(C[C@@H](C1)OC)C(=O)NC1=NC=C(C=C1)Cl)F